2-[(2S)-2-aminopropyl]-5-chloro-N-[(5-fluoro-1,3-thiazol-2-yl)methyl]-3-methylthieno[3,2-b]pyridin-7-amine N[C@H](CC1=C(C2=NC(=CC(=C2S1)NCC=1SC(=CN1)F)Cl)C)C